benzyl (R)-3-(1-(3,4-dimethoxybenzyl)-6,7-dimethoxy-3,4-dihydroisoquinolin-2(1H)-yl)propanoate COC=1C=C(C[C@H]2N(CCC3=CC(=C(C=C23)OC)OC)CCC(=O)OCC2=CC=CC=C2)C=CC1OC